4-(2-amino-[1,2,4]triazolo[1,5-a]pyridin-7-yl)-N-(2-fluoro-5-(trifluoromethoxy)benzyl)-1-methyl-1H-indazole-6-carboxamide NC1=NN2C(C=C(C=C2)C2=C3C=NN(C3=CC(=C2)C(=O)NCC2=C(C=CC(=C2)OC(F)(F)F)F)C)=N1